ClC1=C(C(N(C2=NC(=C(C=C12)F)C1=C(C=CC=C1OC)F)C1=C(C=NN1C(C)C)C)=O)[N+](=O)[O-] 4-chloro-6-fluoro-7-(2-fluoro-6-methoxyphenyl)-1-(1-isopropyl-4-methyl-1H-pyrazol-5-yl)-3-nitro-1,8-naphthyridin-2(1H)-one